1-[3-(4-morpholinyl)propyl]-3-(4-chlorophenyl)urea N1(CCOCC1)CCCNC(=O)NC1=CC=C(C=C1)Cl